[Tb].[Lu].[Sc] scandium-lutetium-terbium